BrC1=CC=C2C(OC(C2=C1)=O)CC1=CC(=C(C=C1)F)F 6-bromo-3-(3,4-difluorobenzyl)isobenzofuran-1(3H)-one